(S)-N-(benzo[b]thiophen-5-ylmethyl)-4-(6-(4-(trifluoromethyl)phenyl)thieno[2,3-d]pyrimidin-4-yl)piperazine-2-carboxamide S1C2=C(C=C1)C=C(C=C2)CNC(=O)[C@H]2NCCN(C2)C=2C1=C(N=CN2)SC(=C1)C1=CC=C(C=C1)C(F)(F)F